3-(2-pyridyl)-5,6-diphenyl-1,2,4-triazine-4',4''-disulfonic acid sodium salt C1=CC=NC(=C1)C2=NC(=C(N=N2)C3=CC=C(C=C3)S(=O)(=O)O)C4=CC=C(C=C4)S(=O)(=O)[O-].[Na+]